C(C)(C)[Si](COC1(CC=2C=3C=C(C=CC3N(C2C=C1)C1=C(C(=CC(=C1)C(C)(CC(C)(C)C)C)C1=CC(=CC=C1)F)O)C(C)(C)C)C(C)(C)C)(COC1=CC=C(C=C1C=1C(=C(C=C(C1)C(C)(CC(C)(C)C)C)N1C2=CC=C(C=C2C=2C=C(C=CC12)C(C)(C)C)C(C)(C)C)O)F)C(C)C 6',6'-(((diisopropylsilanediyl)bis(methylene))bis(oxy))bis(3-(3,6-di-tert-butyl-9H-carbazol-9-yl)-3'-fluoro-5-(2,4,4-trimethylpentan-2-yl)-[1,1'-biphenyl]-2-ol)